FC(C1=CC2=C(C=C1)C1NCCCC1O2)(F)F 7-(trifluoromethyl)-1,2,3,4,4a,9b-hexahydrobenzofuro[3,2-b]pyridine